FC1=C(COC2=CC=CC(=N2)C=2CCN(CC2)C(=O)OC(C)(C)C)C=CC(=C1)C(N(C)OC)=O Tert-butyl 6-((2-fluoro-4-(methoxy(methyl)carbamoyl)benzyl)oxy)-3',6'-dihydro-[2,4'-bipyridin]-1'(2'H)-carboxylate